BrC(C(=C(C(F)(F)F)F)F)(F)F trans-1-Bromoheptafluoro-2-butene